5-chloro-1-(2-hydroxyethyl)-1,2-dihydrospiro[indole-3,4'-piperidin]-2-one ClC=1C=C2C(=CC1)N(C(C21CCNCC1)=O)CCO